C1(CC1)N1C(=NC(=C1)C(F)(F)F)C1=CC(=C(C(=O)OC)C=C1)OC methyl 4-(1-cyclopropyl-4-(trifluoromethyl)-1H-imidazol-2-yl)-2-methoxybenzoate